CC(C)(C)OC(=O)N1[C@@H]2CC[C@H]1CC(C2)O 3-exo-Hydroxy-8-azabicyclo[3.2.1]octane-8-carboxylic acid tert-butyl ester